NC1=C(C(=NC=N1)C=1C(=C(C=C(C1)F)NC(C1=C(C=C(C=C1)C1CC1)F)=O)C)OCCNC N-[3-[6-amino-5-[2-(methylamino)ethoxy]pyrimidin-4-yl]-5-fluoro-2-methyl-phenyl]-4-cyclopropyl-2-fluoro-benzamide